SCCCC1C(=O)N(C(C1)=O)O 3-Mercaptopropyl-N-hydroxysuccinimide